1-benzyl-5-((tert-butoxycarbonyl)amino)-2-(((tert-butyldiphenylsilyl)oxy)methyl)pyridin-1-ium C(C1=CC=CC=C1)[N+]1=C(C=CC(=C1)NC(=O)OC(C)(C)C)CO[Si](C1=CC=CC=C1)(C1=CC=CC=C1)C(C)(C)C